C[NH+](C)CCCN1C2=CC=CC=C2CCC3=C1C=C(C=C3)Cl The molecule is an ammonium ion resulting from the protonation of the dimethyl-substituted amino group of clomipramine. It is an ammonium ion derivative and an organic cation. It is a conjugate acid of a clomipramine.